4-(Methoxycarbonyl)-2-methylbenzoic acid COC(=O)C1=CC(=C(C(=O)O)C=C1)C